FC1=C(C(=CC=C1)C)C1CCC(CC1)C1=CC=2C(=NC=CN2)NC1=O 7-(4-(2-fluoro-6-methylphenyl)cyclohexyl)pyrido[2,3-b]pyrazin-6(5H)-one